[Cl-].C(CCCCCCCCCCCCCCCCCCCCC)[N+](C)(C)CCCCCCCCCCCCCCCCCCCCCC bisbehenyl-dimethylammonium chloride